CC1=CC(=NN1)NC1=NC(=CC2=C1C=CN2)NC2CC1CCC(C2)N1CCC#N 3-((3-Exo)-3-((4-((5-methyl-1H-pyrazol-3-yl)amino)-1H-pyrrolo[3,2-c]pyridin-6-yl)amino)-8-azabicyclo[3.2.1]oct-8-yl)propionitrile